OC=1C2=C(N(C(CC1C(=O)OC)=O)CC1=CC3=CC=CC=C3C=C1)C=CC=C2 Methyl 5-hydroxy-1-(naphthalen-2-ylmethyl)-2-oxo-2,3-dihydro-1H-benzo[b]azepine-4-carboxylate